(Z)-3-(4-chlorobenzyl)-5-((triisopropylsilyl)methylene)furan-2(5H)-one ClC1=CC=C(CC=2C(O\C(\C2)=C/[Si](C(C)C)(C(C)C)C(C)C)=O)C=C1